CC=1N(N=C2C3=C(CC4(C12)CC4)OC(=C3)C(=O)NC[C@H]3OCCC3)CC3=NC=CC=C3 Methyl-2'-(pyridin-2-ylmethyl)-N-[(2S)-tetrahydrofuran-2-ylmethyl]-2',5'-dihydrospiro[cyclopropane-1,4'-furo[2,3-g]indazole]-7'-carboxamide